2,4-dibromoimidazole BrC=1NC=C(N1)Br